ClC=1C=C(C=CC1F)C1OC[C@H]([C@H](O1)[C@@H](C[Se@+]1[C@@H]([C@H]([C@@H](C1)O)O)CO)O)O (1S,2R,3S,4S)-1-((2S)-2-((4S,5R)-2-(3-chloro-4-fluorophenyl)-5-hydroxy-1,3-dioxan-4-yl)-2-hydroxyethyl)-3,4-dihydroxy-2-(hydroxymethyl)tetrahydro-1H-selenophen-1-ium